3-iodo-7-methoxy-6-(spiro[3.3]heptan-2-yl)imidazo[1,2-b]pyridazine IC1=CN=C2N1N=C(C(=C2)OC)C2CC1(C2)CCC1